C[Si](C)(C)C#CC1=CC(=C2C=CC=NC2=C1)C1(CC1)N 1-(7-((trimethylsilyl)ethynyl)quinolin-5-yl)cyclopropan-1-amine